FC1=C2C(=NC=3N(C2=CC=C1F)C=NN3)N3CCCC1=C(C=CC=C31)C#CC(C#N)(C)C 4-[1-(6,7-difluoro-[1,2,4]triazolo[4,3-a]quinazolin-5-yl)-3,4-dihydro-2H-quinolin-5-yl]-2,2-dimethyl-but-3-ynenitrile